2-(2-fluoro-4-(trifluoromethoxy)phenoxy)-acetic acid FC1=C(OCC(=O)O)C=CC(=C1)OC(F)(F)F